((2-(((3S,6S,9aS)-3-(3-(4-methoxypyridin-3-yl)azetidine-1-carbonyl)-5-oxooctahydro-1H-pyrrolo[1,2-a]azepin-6-yl)carbamoyl)benzo[b]thiophen-5-yl)methyl)phosphonic acid COC1=C(C=NC=C1)C1CN(C1)C(=O)[C@@H]1CC[C@H]2N1C([C@H](CCC2)NC(=O)C2=CC1=C(S2)C=CC(=C1)CP(O)(O)=O)=O